fluoro-4-(((trans-2-(4-nitrophenyl)cyclopropyl)amino)methyl)piperidine-1-carboxylic acid benzyl ester C(C1=CC=CC=C1)OC(=O)N1C(CC(CC1)CN[C@H]1[C@@H](C1)C1=CC=C(C=C1)[N+](=O)[O-])F